(1S,5S)-5-(hydroxymethyl)-3-azabicyclo[3.1.0]hexan-2-one OC[C@@]12CNC([C@H]2C1)=O